CC(C=C)(C)C1=C(C=2C(C[C@H](OC2C=C1O)C1=CC=C(O)C=C1)=O)O 6-(1,1-Dimethylallyl)naringenin